triamino-benzene C1=CC(=C(C(=C1)N)N)N